C12(CC3CC(CC(C1)C3)C2)OC(C=C)=O adamantyl-acrylate